(4-(Piperidin-4-yl)phenyl)-5-(m-tolyl)imidazo[1,2-a]pyrazin-8-amine N1CCC(CC1)C1=CC=C(C=C1)C=1N=C2N(C(=CN=C2N)C=2C=C(C=CC2)C)C1